ClC1=CC=C(C(=N1)C(=O)O)NC(C)C=1C=C(C=C2C(N(C(=NC12)N1CCC(CC1)(F)F)CC)=O)F 6-Chloro-3-((1-(2-(4,4-difluoropiperidin-1-yl)-3-ethyl-6-fluoro-4-oxo-3,4-dihydro-quinazolin-8-yl)ethyl)amino)picolinic acid